Methyl 2-(4-(((tert-butoxycarbonyl)(2-(4-(3,5-dimethylisoxazol-4-yl)phenyl)cyclopropyl)amino)methyl)piperidin-1-yl)pyrimidine-5-carboxylate C(C)(C)(C)OC(=O)N(C1C(C1)C1=CC=C(C=C1)C=1C(=NOC1C)C)CC1CCN(CC1)C1=NC=C(C=N1)C(=O)OC